5-(Imidazo[1,2-a]pyridin-6-yl)-4-methoxy-N-(trans-4-(2-methoxyethoxy)cyclohexyl)pyrrolo[2,1-f][1,2,4]triazin-2-amine N=1C=CN2C1C=CC(=C2)C=2C=CN1N=C(N=C(C12)OC)N[C@@H]1CC[C@H](CC1)OCCOC